laurylarginate C(CCCCCCCCCCC)N[C@@H](CCCNC(N)=N)C(=O)[O-]